Cl.C(C)(=O)NCCN(CC[C@@H](C(=O)O)N)CCCCC1=NC=2NCCCC2C=C1 (S)-4-((2-acetamidoethyl) (4-(5,6,7,8-tetrahydro-1,8-naphthyridin-2-yl) butyl) amino)-2-aminobutyrate hydrochloride